N-(5-cyclopropyl-2-(4-hydroxy-4-methylpiperidin-1-yl)phenyl)-5-(tetrahydro-2H-pyran-4-yl)furan-2-carboxamide C1(CC1)C=1C=CC(=C(C1)NC(=O)C=1OC(=CC1)C1CCOCC1)N1CCC(CC1)(C)O